tert-butyl 8-hydroxy-1,4,5,6-tetrahydroazepino[4,5-b]indole-3(2H)-carboxylate OC=1C=CC=2C3=C(NC2C1)CCN(CC3)C(=O)OC(C)(C)C